N-(2-chloroethyl)-3,4-dihydro-2H-benzo[b][1,4]dioxepin-7-sulfonamide ClCCNS(=O)(=O)C1=CC2=C(OCCCO2)C=C1